(4aR,8aS)-6-[4-[1-[4-(trifluoromethyl)phenyl]ethoxy]piperidine-1-carbonyl]-4,4a,5,7,8,8a-hexahydropyrido[4,3-b][1,4]oxazin-3-one FC(C1=CC=C(C=C1)C(C)OC1CCN(CC1)C(=O)N1C[C@@H]2[C@@H](OCC(N2)=O)CC1)(F)F